6-(4-methylpiperazin-1-yl)quinazolin-7-carbonitrile CN1CCN(CC1)C=1C=C2C=NC=NC2=CC1C#N